6-((1-(benzo[d]oxazol-2-yl)ethyl)thio)-1-phenyl-1,5-dihydro-4H-pyrazolo[3,4-d]pyrimidin-4-one O1C(=NC2=C1C=CC=C2)C(C)SC=2NC(C1=C(N2)N(N=C1)C1=CC=CC=C1)=O